C(=O)C1(CCCC1)C(=O)O 1-Formyl-cyclopentane-1-carboxylic acid